OCC([C@H](C[C@H]1C(NCC1)=O)NC(=O)[C@H](CC(C)C)NC(=O)C=1NC2=CC=CC(=C2C1)OC)=O N-((1S)-1-{[((1S)-3-hydroxy-2-oxo-1-{[(3S)-2-oxopyrrolidin-3-yl]methyl}propyl)amino]carbonyl}-3-methylbutyl)-4-methoxy-1H-indole-2-Carboxamide